C1(CC1)C1=CC=C(S1)C1=CC=C(C#N)C=C1 4-(5-cyclopropylthiophen-2-yl)benzonitrile